CN1N=C(C2=CC=CC=C12)C(C)=O 1-(1-methyl-1H-indazol-3-yl)ethan-1-one